C(C)(C)(C)OC(=O)N1C(C(C(C1)(F)F)N)CC1=CC(=CC=C1)C1=C(C(=CC=C1)F)OCCN(C)C(=O)OC(C)(C)C tert-butyl-3-amino-2-[[3-[2-[2-[tert-butoxycarbonyl(methyl)amino]ethoxy]-3-fluoro-phenyl]phenyl]methyl]-4,4-difluoro-pyrrolidine-1-carboxylate